C(C1=CC=CC=C1)N(C=1C(=C2C3(C4CC(C2=CC1)C4)CC=4N=C(N=C(C4CO3)Cl)SC)Br)CC3=CC=CC=C3 N,N-Dibenzyl-5'-bromo-4-chloro-2-(methylthio)-2',3',5,8-tetrahydro-1'H-spiro[pyrano[4,3-d]pyrimidine-7,4'-[1,3]methanonaphthalen]-6'-amine